C(#N)C=1C=NN2C1C(=CC(=C2)C=2C=NN(C2)C)C=2C=CC(=NC2)N2CCN(CC2)C(=O)N(CC)CC 4-(5-(3-cyano-6-(1-methyl-1H-pyrazol-4-yl)pyrazolo[1,5-a]pyridin-4-yl)pyridin-2-yl)-N,N-diethylpiperazine-1-carboxamide